3-(3,4-dimethoxyphenyl)-5-(1-isopropyl-1H-benzo[d][1,2,3]triazol-5-yl)-1,2,4-oxadiazole COC=1C=C(C=CC1OC)C1=NOC(=N1)C1=CC2=C(N(N=N2)C(C)C)C=C1